FC1=NN2C(N=C(C=C2)N[C@H](C)C=2C(=NC=C(C2)F)OC)=C1C(=O)O (R)-2-fluoro-5-((1-(5-fluoro-2-methoxypyridin-3-yl)ethyl)amino)pyrazolo[1,5-a]pyrimidine-3-carboxylic acid